2,2,3,3,3-pentafluoropropionic acid FC(C(=O)O)(C(F)(F)F)F